CN(C)CCN(C)CCN(C)CCN(C)C hexamethyltriethylenetetramine